N-(1'-methyl-6-morpholino-3H-spiro[benzofuran-2,4'-piperidin]-5-yl)-6-(methylamino)pyrazolo[1,5-a]pyrimidine-3-carboxamide CN1CCC2(CC1)OC1=C(C2)C=C(C(=C1)N1CCOCC1)NC(=O)C=1C=NN2C1N=CC(=C2)NC